Methyl 4-((S)-2-((S)-2-((tert-Butoxy) amino)-3-methylbutanamido) propanamido)-2-cyanobenzoate C(C)(C)(C)ON[C@H](C(=O)N[C@H](C(=O)NC1=CC(=C(C(=O)OC)C=C1)C#N)C)C(C)C